6-(trifluoromethyl)nicotinamide FC(C1=NC=C(C(=O)N)C=C1)(F)F